6-chloro-8-fluoro-2-(methylthio)quinazolin-4-ol ClC=1C=C2C(=NC(=NC2=C(C1)F)SC)O